C1(CC1)N1CCN(C2=CC=CC=C12)C(=O)C=1C=NC=CC1OC=1C=C(C=CC1)CC(=O)O 2-(3-((3-(4-cyclopropyl-1,2,3,4-tetrahydroquinoxaline-1-carbonyl)pyridin-4-yl)oxy)phenyl)acetic acid